NCC1=C(C=CC=C1F)N1N=C(C=C1)C(C)(C)O 2-(1-(2-(aminomethyl)-3-fluorophenyl)-1H-pyrazol-3-yl)propan-2-ol